diisopropyl cis-cyclohex-4-ene-1,2-dicarboxylate [C@@H]1([C@H](CC=CC1)C(=O)OC(C)C)C(=O)OC(C)C